ClC=1C=C2C(=NC1)C(=CO2)C=2C=C(CNC(OC(C)(C)C)=O)C=CC2 tert-butyl (3-(6-chlorofuro[3,2-b]pyridin-3-yl)benzyl)carbamate